O=C1C2CN(CC1CN(C2)C(=O)OC(C)(C)C)C(=O)OC(C)(C)C di-tert-butyl 9-oxo-3,7-diazabicyclo[3.3.1]nonane-3,7-dicarboxylate